C(N)(OCCN1N=C(C=C1)N)=O (2-(3-amino-1H-pyrazol-1-yl) ethyl) carbamate